O1C(CCC1)COC1=NC(=CC(=N1)N1CCOCC1)C1=NNC=C1 4-[2-[(oxolan-2-yl)methoxy]-6-(1H-pyrazol-3-yl)pyrimidin-4-yl]morpholine